calcium heptonate C(C(C(C(C(C(C(=O)[O-])O)O)O)O)O)O.C(C(C(C(C(C(C(=O)[O-])O)O)O)O)O)O.[Ca+2]